Ethyl 2-(bis(thiophen-2-ylmethyl)amino)oxazole-4-carboxylate S1C(=CC=C1)CN(C=1OC=C(N1)C(=O)OCC)CC=1SC=CC1